NC=1C=CN2C(N(C=CC21)COC)=O 5-amino-2-(methoxymethyl)pyrrolo[1,2-c]pyrimidin-1(2H)-one